6-(3-azidophenyl)-5,8-dimethyl-1,2,3,4-tetrahydroisoquinoline N(=[N+]=[N-])C=1C=C(C=CC1)C=1C(=C2CCNCC2=C(C1)C)C